amino-N-(6-methoxypyridazin-3-yl)benzamide methyl-pseudouridine-5'-triphosphate P(O)(=O)(OP(=O)(O)OP(=O)(O)O)OC[C@@H]1[C@H]([C@H]([C@@](O1)(C1=CNC(=O)NC1=O)C)O)O.NC1=C(C(=O)NC=2N=NC(=CC2)OC)C=CC=C1